C1(CC1)[C@@H](C)N (1R)-1-cyclopropylethylamine